N-tert-butyl-3-(3,5-dichlorophenyl)-5-methyl-4,5-dihydro-1,2-oxazole-5-carboxamide C(C)(C)(C)NC(=O)C1(CC(=NO1)C1=CC(=CC(=C1)Cl)Cl)C